tert-butyl (4-(5-((cis)-3-(trifluoromethoxy)cyclobutyl)-1,3,4-oxadiazol-2-yl)bicyclo[2.2.2]octan-1-yl)carbamate FC(O[C@H]1C[C@H](C1)C1=NN=C(O1)C12CCC(CC1)(CC2)NC(OC(C)(C)C)=O)(F)F